1,2-dimethyl-ethylene CC=CC